NCCOCCN(CCN1CCN(CC1)CCOCCN)CCOCCN 2-(2-aminoethoxy)-N-(2-(2-aminoethoxy)ethyl)-N-(2-(4-(2-(2-aminoethoxy)ethyl)piperazin-1-yl)ethyl)ethan-1-amine